(S)-4-(Hydroxymethyl)phenyl 2-amino-3-methylbutyrate N[C@H](C(=O)OC1=CC=C(C=C1)CO)C(C)C